[Si](C)(C)(C(C)(C)C)OC=1C=C(C(=O)C=2N=C(SC2)[C@H]2N(CCC2)C(=O)OC(C)(C)C)C=CC1 tert-butyl (2S)-2-(4-[3-[(tert-butyldimethylsilyl)oxy]benzoyl]-1,3-thiazol-2-yl)pyrrolidine-1-carboxylate